CC1=C(C(=NN1COCC[Si](C)(C)C)C=1C=NNC1)[N+](=O)[O-] methyl-4-nitro-1-((2-(trimethylsilyl)ethoxy)methyl)-1H,1'H-3,4'-bipyrazole